C1(=CC=CC=C1)C1=CC=CS1 5-phenylthiophen